1-morpholinomethyl-pseudouridine triphosphate P(O)(=O)(OP(=O)(O)OP(=O)(O)O)OC[C@@H]1[C@H]([C@H]([C@@H](O1)C1=CN(C(=O)NC1=O)CN1CCOCC1)O)O